C(C)(C)NC(O[C@H]1C[C@H](CC1)C=1NN=C(C1)NC(COC1=C(C(=CC=C1)OC)C=O)=O)=O (1R,3S)-3-{5-[2-(2-formyl-3-methoxyphenoxy)acetamido]-2H-pyrazol-3-yl}cyclopentyl N-isopropylcarbamate